O=C1[C@@]2(C=3C(=NC=CC3)N1COCC[Si](C)(C)C)CC=1C(=NC=C(C1)C(=O)O)C2.C2(=CC=CC=C2)[C@H](C)N (S)-1-phenylethanamine (S)-2'-oxo-1'-((2-(trimethyl-silyl)ethoxy)methyl)-1',2',5,7-tetrahydrospiro[cyclopenta[b]pyridine-6,3'-pyrrolo[2,3-b]pyridine]-3-carboxylate